CC1=NC(=NO1)C1=CC=C2C=CN=C(C2=C1)NCCC(=O)NC=1SC(=C(N1)C)C1(COC1)OCCC 3-[[7-(5-methyl-1,2,4-oxadiazol-3-yl)-1-isoquinolyl]amino]-N-[4-methyl-5-(3-propoxyoxetan-3-yl)thiazol-2-yl]propanamide